CN(C)C Tri-Methylamin